(4R)-4-[[6-[2-hydroxy-6-methyl-4-(trifluorometh-yl)phenyl]pyrazolo[3,4-b]pyridin-2-yl]methyl]-1-methyl-imidazolidin-2-one OC1=C(C(=CC(=C1)C(F)(F)F)C)C=1C=CC=2C(N1)=NN(C2)C[C@@H]2NC(N(C2)C)=O